N-(3-(2-oxa-5-azabicyclo[2.2.1]hept-5-yl)-1-(tetrahydro-2H-pyran-2-yl)-1H-pyrazolo[4,3-c]pyridin-6-yl)acetamide C12OCC(N(C1)C1=NN(C3=C1C=NC(=C3)NC(C)=O)C3OCCCC3)C2